CN1N=CC(=C1)C=1C=C2C=C(N=CC2=CC1)NC(C1=CC(=NC=C1)N1CCNCC1)=O N-(6-(1-Methyl-1H-pyrazol-4-yl)isoquinolin-3-yl)-2-(piperazin-1-yl)Isonicotinamide